NC=1C(=C(C(=C(C1)CN(C([2H])([2H])[2H])C(=O)OC(C)(C)C)OC)Br)C(=O)C1=C(C=CC(=C1)F)Cl 2-methylpropan-2-yl [({5-amino-3-bromo-4-[(2-chloro-5-fluorophenyl)carbonyl]-2-methoxyphenyl}methyl)(trideuteriomethyl)amino]methanoate